ethyl 5-[5-chloro-2-[(3R)-3-[3-(dimethylamino)propyl]-3,4-dihydro-1H-isoquinoline-2-carbonyl]phenyl]-1,2-dimethyl-pyrrole-3-carboxylate ClC=1C=CC(=C(C1)C1=CC(=C(N1C)C)C(=O)OCC)C(=O)N1CC2=CC=CC=C2C[C@H]1CCCN(C)C